4-methoxy-5,6-dihydropyridin-2(1H)-one COC1=CC(NCC1)=O